C(=O)O.NCCC(=O)N1C[C@@]2([C@@H](CN(CC2)C2=C(C=C(C=C2)Cl)Cl)CC)C=2C=CC(=NC2C1)C=1C(=NC=CC1)OCC |r| rac-3-amino-1-[rac-(3'S,5S)-1'-(2,4-dichlorophenyl)-2-(2-ethoxypyridin-3-yl)-3'-ethylspiro[6,8-dihydro-1,7-naphthyridine-5,4'-piperidine]-7-yl]propan-1-one formate salt